N-(1,3-benzodioxol-4-ylmethyl)-1-[2-(3-methyl-1-piperidinyl)-4-pyridinyl]methanamine O1COC2=C1C=CC=C2CNCC2=CC(=NC=C2)N2CC(CCC2)C